C(C)OC(=O)C=1NC=C(C1)C1=C(C=CC=C1F)Br 4-(2-bromo-6-fluorophenyl)-1H-pyrrole-2-carboxylic acid ethyl ester